2-(4-chlorophenyl)-4-(4-pyridylmethyl)-thieno[2,3-d]pyridazine-7-carboxamide ClC1=CC=C(C=C1)C1=CC=2C(=C(N=NC2CC2=CC=NC=C2)C(=O)N)S1